4-(Azetidin-3-yloxy)-N-((8-chloroquinoxalin-6-yl)methyl)pyridin-3-amine N1CC(C1)OC1=C(C=NC=C1)NCC=1C=C2N=CC=NC2=C(C1)Cl